The molecule is a uridine 5'-phosphate that is the 5,6-dihydro derivative of uridine 5'-monophosphate; major microspecies at pH 7.3 It derives from a uridine 5'-monophosphate(2-). C1CN(C(=O)NC1=O)[C@H]2[C@@H]([C@@H]([C@H](O2)COP(=O)([O-])[O-])O)O